4-morpholino-4-oxobutanoate O1CCN(CC1)C(CCC(=O)[O-])=O